2-bromo-4'-fluoroacetophenone BrCC(=O)C1=CC=C(C=C1)F